(S)-1-(4-((4-(3-((2-(1-hydroxyethyl)-1H-imidazol-1-yl)methyl)isoxazol-5-yl)phenyl)ethynyl)benzyl)azetidin-3-carboxamide O[C@@H](C)C=1N(C=CN1)CC1=NOC(=C1)C1=CC=C(C=C1)C#CC1=CC=C(CN2CC(C2)C(=O)N)C=C1